OC1=C(C(=O)O)C=C(C=C1)NCCCC1=CC=C(C=C1)C(F)(F)F 2-hydroxy-5-[3-(4-trifluoromethyl-phenyl)-propylamino]-benzoic acid